FC1(CCN(CC1)C1=NC(=NC(=C1)C)NC(C1=C(C=C(C=C1)S(=O)(=O)CCO)N1CCC2(CC2)CC1)=O)F N-(4-(4,4-difluoropiperidin-1-yl)-6-methylpyrimidin-2-yl)-4-((2-hydroxyethyl)sulfonyl)-2-(6-azaspiro[2.5]octan-6-yl)benzamide